C(\C=C\C(=O)OC)(=O)OCCC(N(C)C)=O (1S)-(N,N-dimethylcarbamoyl)ethyl methyl (2E)-but-2-ene-1,4-dioate